C(C)(C)(C)OC(=O)N1C[C@H]2C[C@H]([C@H]2C1)O.COC=1C=C(N)C=CC1OCCCCC |r| 3-methoxy-4-(pentyloxy)aniline rac-tert-butyl-(1S,5R,6R)-6-hydroxy-3-azabicyclo[3.2.0]heptane-3-carboxylate